(R)-5-fluoro-N-(pyrrolidin-3-yl)pyrimidin-2-amine FC=1C=NC(=NC1)N[C@H]1CNCC1